FC1=C(C(=CC=C1NS(=O)(=O)C=1C(=NC=C(C1)F)C)F)C=1N=CC=2N(C1F)C=NC2C(=O)NC 6-[2,6-difluoro-3-(5-fluoro-2-methylpyridine-3-sulfonamido)phenyl]-5-fluoro-N-methylimidazo[1,5-a]pyrazine-1-carboxamide